prenyl-chalcone C(C=C(C)C)C1=C(C=CC=C1)\C=C\C(=O)C1=CC=CC=C1